ClC1=NC(=CC(=C1C=O)OC)Cl 2,6-dichloro-4-methoxy-pyridine-3-carbaldehyde